2-[1-[2-[4-Methoxy-4-(trifluoromethyl)-1-piperidyl]-6-methyl-4-oxo-chromen-8-yl]ethylamino]benzoic acid COC1(CCN(CC1)C=1OC2=C(C=C(C=C2C(C1)=O)C)C(C)NC1=C(C(=O)O)C=CC=C1)C(F)(F)F